FC=1C=C(C=CC1F)[C@H](C(F)(F)F)NC(=O)C=1C(=C2CN(C(C2=CC1)=O)C1C(NC(CC1)=O)=O)F N-((R)-1-(3,4-difluorophenyl)-2,2,2-trifluoroethyl)-2-(2,6-dioxopiperidin-3-yl)-4-fluoro-1-oxoisoindoline-5-carboxamide